C(C)(=O)OCC\C=C/C=C/CCCCCCCC (Z,E)-3,5-Tetradecadienyl acetate